2-Amino-N-[4-fluoro-5-[(3-fluorophenyl)carbamoyl]-2-methylphenyl]-1,3-thiazole-5-carboxamide NC=1SC(=CN1)C(=O)NC1=C(C=C(C(=C1)C(NC1=CC(=CC=C1)F)=O)F)C